BrC=1C=C(C(=NC1)[N+](=O)[O-])OC(C)C1=C(C=CC(=C1)F)CC1=NN(C=C1CC=1N=NN(C1)CC1CC1)C 5-bromo-3-(1-(2-((4-((1-(cyclopropylmethyl)-1H-1,2,3-triazol-4-yl)methyl)-1-Methyl-1H-pyrazol-3-yl)methyl)-5-fluorophenyl)ethoxy)-2-nitropyridine